tyrosyl-phenylalanine N[C@@H](CC1=CC=C(C=C1)O)C(=O)N[C@@H](CC1=CC=CC=C1)C(=O)O